FC=1C(=C(C=CC1C1=NNC=N1)C=1N=C2C(=NC1)NC(CN2[C@@H]2CC[C@@H](CC2)OC)=O)C 6-(3-fluoro-2-methyl-4-(1H-1,2,4-triazol-3-yl)phenyl)-4-(cis-4-methoxycyclohexyl)-3,4-dihydropyrazino[2,3-b]pyrazin-2(1H)-one